C(O)C(C(=O)OCC)(C(=O)OCC)CO diethyl 2,2-dimethylolmalonate